BrC=1C(=C(C(=CC1)N)N)Cl 4-bromo-3-chloro-benzene-1,2-diamine